FC1=C(C(=CC(=C1)F)C(F)(F)F)CC(=O)O 2,4-difluoro-6-(trifluoromethyl)-phenylacetic acid